germanium-On [GeH3+]=O